(S)-3-(4-((4-(3-((2-(1-hydroxyethyl)-1H-imidazol-1-yl)methyl)isoxazol-5-yl)phenyl)ethynyl)phenyl)propanoic acid O[C@@H](C)C=1N(C=CN1)CC1=NOC(=C1)C1=CC=C(C=C1)C#CC1=CC=C(C=C1)CCC(=O)O